4'-ethylbipyridine C(C)C1=CC(=NC=C1)C1=NC=CC=C1